C(C)(C)(C)C1=CC(=C(C=C1)NC(OCC=1C=C2C(N(CC2=CC1)C1C(NC(CC1)=O)=O)=O)=O)F (2-(2,6-dioxopiperidin-3-yl)-3-oxoisoindolin-5-yl)methyl (4-(tert-butyl)-2-fluorophenyl)carbamate